OC/C=C/C(=O)N1CC(C1)C1=NN(C2=C1C(=NC=C2)N2CC(C2)O)C2=CC=C(C=C2)OC(F)(F)F (E)-4-hydroxy-1-(3-(4-(3-hydroxyazetidin-1-yl)-1-(4-(trifluoromethoxy)phenyl)-1H-pyrazolo[4,3-c]pyridin-3-yl)azetidin-1-yl)but-2-en-1-one